1-(4-oxo-3,4-dihydroquinazolin-8-yl)-5-(trifluoromethyl)-N-(2-trifluoromethylpyridin-4-yl)-1H-Pyrazole-4-carboxamide O=C1NC=NC2=C(C=CC=C12)N1N=CC(=C1C(F)(F)F)C(=O)NC1=CC(=NC=C1)C(F)(F)F